C(C)(C)(C)OC(=O)N1CCC2(CC1)C=NC1=CC=CC=C12 spiro[indole-3,4'-piperidine]-1'-carboxylic acid tert-butyl ester